3-(5-((1-benzhydryl-piperidin-4-yl)methyl)-1-oxoisoindolin-2-yl)piperidine-2,6-dione C(C1=CC=CC=C1)(C1=CC=CC=C1)N1CCC(CC1)CC=1C=C2CN(C(C2=CC1)=O)C1C(NC(CC1)=O)=O